COC1=CC=C2C(=CC=NC2=C1)OCC1=NN=C2N1N=C(C=C2)C2=CC=CC=C2 7-methoxy-4-((6-phenyl-[1,2,4]triazolo[4,3-b]pyridazin-3-yl)methoxy)quinoline